C1(CC1)C=1C=C2C(=CN1)O[C@]1(CN([C@H](C1)C)CC1=CN=C(S1)NC(C)=O)C2 N-(5-(((2r,5's)-5-cyclopropyl-5'-methyl-3H-spiro[furo[2,3-c]pyridin-2,3'-pyrrolidin]-1'-yl)methyl)thiazol-2-yl)acetamide